3-Hydroxy-Benzoic Acid OC=1C=C(C(=O)O)C=CC1